N-deuteromethyl-Boc-L-leucine-d7 [2H]CN([C@@](C(C(C([2H])([2H])C(=O)OC(C)(C)C)(C)[2H])([2H])[2H])(C(=O)O)[2H])[2H]